C1(CC1)C(CC1=C(C=CC=C1)F)=O 1-cyclopropyl-2-(2-fluorophenyl)ethanone